FC1=CC=C(C=C1)[C@H]1[C@@H](CNCC1)COC1=CC=C(OCCO)C=C1 2-(4-(((3S,4R)-4-(4-fluorophenyl)piperidin-3-yl)methoxy)phenoxy)ethan-1-ol